Pyrimidin-N-oxid [N+]1(=CN=CC=C1)[O-]